ClC1=CC=C(C(=O)NC2=CC=C(C=C2)CN2CCC(CC2)O)C=C1 4-chloro-N-(4-((4-hydroxypiperidin-1-yl)methyl)phenyl)benzamide